CS(=O)(=O)OC[C@@H]1CC[C@H](CC1)C(=O)N1OCC[C@H]1C=1C=NC=C(C1)F [trans-4-[(3S)-3-(5-fluoro-3-pyridyl)isoxazolidine-2-carbonyl]cyclohexyl]methyl methanesulfonate